N-(1-(2-chloro-4-fluorobenzyl)-6-(7-hydroxy-1-methyl-1H-pyrrolo[2,3-c]pyridin-3-yl)-1H-indol-4-yl)ethanesulfonamide ClC1=C(CN2C=CC3=C(C=C(C=C23)C2=CN(C3=C(N=CC=C32)O)C)NS(=O)(=O)CC)C=CC(=C1)F